C1(=CC=CC=C1)C=1C2=CC=CC=C2C(=C2C=CC(=CC12)C1=C(C#N)C=C(C=C1)C1=C2C=CC=C3C=4C(=C5C(=C(C4C(C=C1)=C32)C3=CC=CC=C3)C=CC=C5)C5=CC=CC=C5)C5=CC=CC=C5 2-(9,10-diphenylanthracen-2-yl)-5-(7,12-diphenylbenzo[k]fluoranthen-3-yl)benzonitrile